methyl 2-((1s,3s)-1-(3-((tert-butoxycarbonyl)amino)phenyl)-3-cyanocyclobutyl)acetate C(C)(C)(C)OC(=O)NC=1C=C(C=CC1)C1(CC(C1)C#N)CC(=O)OC